methyl 2-(4-iodophenoxy)-2-methylpropionate IC1=CC=C(OC(C(=O)OC)(C)C)C=C1